3-chloro-4-(prop-2-yloxy)-N-[(1r,3s)-3-{[2-(trifluoromethyl)quinolin-4-yl]amino}cyclohexyl]benzamide ClC=1C=C(C(=O)N[C@H]2C[C@H](CCC2)NC2=CC(=NC3=CC=CC=C23)C(F)(F)F)C=CC1OC(C)C